C(CCCC)C1=CC=C([Se]1)B(S)O 5-PENTYLTHIOSELENOPHENE-2-BORONIC ACID